5-chloro-N-((3R)-1-(1-(piperidin-4-yl)ethyl)piperidin-3-yl)-4-(1H-pyrrolo[2,3-b]pyridin-3-yl)pyrimidin-2-amine ClC=1C(=NC(=NC1)N[C@H]1CN(CCC1)C(C)C1CCNCC1)C1=CNC2=NC=CC=C21